tert-butyl (7-(7-(8-methylnaphthalen-1-yl)-2-(((S)-1-methylpyrrolidin-2-yl)methoxy)-5,6,7,8-tetrahydropyrido[3,4-d]pyrimidin-4-yl)-7-azabicyclo[2.2.1]heptan-2-yl)carbamate CC=1C=CC=C2C=CC=C(C12)N1CC=2N=C(N=C(C2CC1)N1C2C(CC1CC2)NC(OC(C)(C)C)=O)OC[C@H]2N(CCC2)C